N1=CC(=CC=C1)C(C=CC1=CC=C(C=C1)OC1OCCCC1)=O 1-(pyridin-3-yl)-3-(4-((tetrahydro-2H-pyran-2-yl)oxy)phenyl)prop-2-en-1-one